The molecule is a monounsaturated fatty acid anion that is the conjugate base of 9(10)-EpOME, obtained by deprotonation of the carboxy group; major species at pH 7.3. It is a long-chain fatty acid anion, a monounsaturated fatty acid anion and an epoxyoctadecenoate. It is a conjugate base of a 9(10)-EpOME. CCCCC/C=C\\CC1C(O1)CCCCCCCC(=O)[O-]